ClC1=C(C(=O)NN)C(=CC=N1)C1=C(C=CC=C1)F 2-chloro-4-(2-fluorophenyl)nicotinohydrazide